C(C)OC1=C(C=CC=C1)C1=NC=2CNC[C@]3(C2C=C1)[C@@H](CN(CC3)C3=C(C(=CC=C3)OC)C(F)(F)F)CC |r| rac-(3S,4S)-2'-(2-ethoxyphenyl)-3-ethyl-1-(3-methoxy-2-(trifluoromethyl)phenyl)-7',8'-dihydro-6'H-spiro[piperidine-4,5'-[1,7]naphthyridine]